1,4-diisopropyloxybenzene C(C)(C)OC1=CC=C(C=C1)OC(C)C